CS(=O)(=O)O[C@H]1COCC1 (R)-tetrahydrofurane-3-yl methanesulfonate